C(C=C)(=O)NC1=C2C(N(C(=NC2=C(C=C1C)C(C)NC1=C(C(=O)OC(C)(C)C)C=CC=C1)N1CC2CC2C1)C)=O tert-butyl 2-((1-(5-acrylamido-2-(3-azabicyclo[3.1.0]hexan-3-yl)-3,6-dimethyl-4-oxo-3,4-dihydroquinazolin-8-yl)ethyl)amino)benzoate